C(#N)C1=CC=2N(N=C1)C(=CC2)C2=CC(=C(C=N2)C2=NN=C(S2)C(=O)N2C[C@@H](CC2)NC(=O)C2CC2)NC(C)C (R)-N-(1-(5-(6-(3-cyanopyrrolo[1,2-b]pyridazin-7-yl)-4-(isopropylamino)pyridin-3-yl)-1,3,4-thiadiazole-2-carbonyl)pyrrolidin-3-yl)cyclopropane-carboxamide